3-Azaspiro[5.5]undecan-9-one, Trifluoroacetic acid salt FC(C(=O)O)(F)F.C1CNCCC12CCC(CC2)=O